2,6-dimethyl-6-n-propyl-1,3-cyclohexadiene CC1=CC(CC=C1)(CCC)C